5-{1-fluoro-3-hydroxy-7-[1-(propane-2-sulfonyl)-2,5-dihydro-1H-pyrrol-3-yl]naphthalen-2-yl}-1λ6,2,5-thiadiazolidine-1,1,3-trione FC1=C(C(=CC2=CC=C(C=C12)C=1CN(CC1)S(=O)(=O)C(C)C)O)N1CC(NS1(=O)=O)=O